OC[C@H]([C@H]1CC[C@H]2[C@@H]3CCC4=CC(CC[C@]4(C)[C@H]3CC[C@]12C)=O)C (20S)-21-hydroxy-20-methylpregna-4-en-3-one